1,1,2,2-tetra-([1,1'-biphenyl]-4-yl)ethylene C1(=CC=C(C=C1)C(=C(C1=CC=C(C=C1)C1=CC=CC=C1)C1=CC=C(C=C1)C1=CC=CC=C1)C1=CC=C(C=C1)C1=CC=CC=C1)C1=CC=CC=C1